COC(CC1=NC=C(C=C1)[N+](=O)[O-])=O 2-(5-Nitropyridin-2-yl)acetic acid methyl ester